N-((1S,3R)-3-(6-((4-(2-hydroxypropan-2-yl)-6-(2-isopropoxythiazol-5-yl)pyridin-2-yl)amino)-3-(methyl-d3)-2-oxo-2,3-dihydro-1H-imidazo[4,5-c]pyridin-1-yl)-1-methylcyclopentyl)acetamide OC(C)(C)C1=CC(=NC(=C1)C1=CN=C(S1)OC(C)C)NC1=CC2=C(C=N1)N(C(N2[C@H]2C[C@@](CC2)(C)NC(C)=O)=O)C([2H])([2H])[2H]